(S)-N-(2-Methoxyethyl)-N-methylpyrrolidin-3-amine COCCN([C@@H]1CNCC1)C